ethyl 5-chloro-1-(cyclopropanecarboximidamido)-3-methyl-1H-pyrrole-2-carboxylate ClC1=CC(=C(N1NC(=N)C1CC1)C(=O)OCC)C